C(C1=CC=CC=C1)NC(=O)N1CCN(C2(C1)CCN(C(CC2)=O)CC(=O)O)C 2-(4-(benzylcarbamoyl)-1-methyl-10-oxo-1,4,9-triazaspiro[5.6]dodecan-9-yl)acetic acid